NC=1C(=C(C=C2C=C(N=CC12)NC(O[C@H]1[C@H](OCC1)C)=O)C1=C(C2=C(OCCN2)N=C1)C)F (2R,3R)-2-Methyltetrahydrofuran-3-yl (8-amino-7-fluoro-6-(8-methyl-2,3-dihydro-1H-pyrido[2,3-b][1,4]oxazin-7-yl)isoquinolin-3-yl)carbamate